C(C)(C)(C)OC(=O)N1CCN(CC1)S(=O)(=O)Cl 4-(chlorosulfonyl)piperazine-1-carboxylic acid tert-butyl ester